3-(4-(2-((1-acetylpiperidin-4-yl)amino)-5-chloropyrimidin-4-yl)-1H-pyrazol-1-yl)pyridin-2(1H)-one C(C)(=O)N1CCC(CC1)NC1=NC=C(C(=N1)C=1C=NN(C1)C=1C(NC=CC1)=O)Cl